benzyldi(2-hydroxypropyl)ammonium chloride [Cl-].C(C1=CC=CC=C1)[NH+](CC(C)O)CC(C)O